N1C2=C(CCCC1)C=CC=C2 benzo[b]azepane